C(C)(=O)O[C@@H]1[C@H](OCCNC(C(=C)C)=O)O[C@H]([C@H]([C@H]1OC(C)=O)OC(C)=O)C 2-methacrylamidoethyl 2,3,4-tri-O-acetyl-α-L-fucopyranoside